C(C)OC(C(NNC(CCCCl)=O)N)=O (Z)-2-amino-2-(2-(4-chlorobutyryl)hydrazino)acetic acid ethyl ester